benzyl 4-[3-[tert-butoxycarbonyl(methyl)amino]azetidin-1-yl]indoline-1-carboxylate C(C)(C)(C)OC(=O)N(C1CN(C1)C1=C2CCN(C2=CC=C1)C(=O)OCC1=CC=CC=C1)C